OC(C)(C)C=1N=CC(=NC1)N1C(O[C@]2(C[C@](C3(CC3)CC2)(C)CN2C=NC3=C2C=C(C=C3)C#N)C1)=O 1-(((4S,6R)-9-(5-(2-Hydroxypropan-2-yl)pyrazin-2-yl)-4-methyl-8-oxo-7-oxa-9-azadispiro[2.2.46.23]dodecan-4-yl)methyl)-1H-benzo[d]imidazole-6-carbonitrile